P(=O)(OCCOCCOCCOCCOC)(F)Cl (2-(2-(2-(2-methoxyethoxy)ethoxy)ethoxy)ethyl) chlorofluorophosphate